(1r,4r)-4-((5-(4-fluoro-1-(2-fluoroethyl)-1H-benzo[d]imidazol-6-yl)-4-methoxypyrrolo[2,1-f][1,2,4]triazin-2-yl)amino)-1-methylcyclohexan-1-ol FC1=CC(=CC=2N(C=NC21)CCF)C=2C=CN1N=C(N=C(C12)OC)NC1CCC(CC1)(O)C